P(=O)(OC(C)(C)C)(OC(C)(C)C)OC1=C(C(=CC(=C1)C=C)C)C(C)(CCO[Si](C)(C)C(C)(C)C)C di-tert-butyl (2-(4-((tertbutyldimethylsilyl)oxy)-2-methylbutan-2-yl)-3-methyl-5-vinylphenyl) phosphate